FC1=CC(=CC=2N(C(=NC21)C)C(C)C)C=2C=CN1N=C(N=CC12)NCC(C)(C)F 5-(4-fluoro-1-isopropyl-2-methyl-1H-benzo[d]imidazol-6-yl)-N-(2-fluoro-2-methylpropyl)pyrrolo[2,1-f][1,2,4]triazin-2-amine